OCC(C)(C)S(=O)(=O)C1(CC1)CN1C(C2=C(CC1)C(=NN2C)C(=O)OCC)=O ethyl 6-((1-((1-hydroxy-2-methylpropan-2-yl)sulfonyl)cyclopropyl)methyl)-1-methyl-7-oxo-4,5,6,7-tetrahydro-1H-pyrazolo[3,4-c]pyridine-3-carboxylate